4-((2-bromobenzyl)amino)-6-nitro-2H-benzopyran-2-one BrC1=C(CNC2=CC(OC3=C2C=C(C=C3)[N+](=O)[O-])=O)C=CC=C1